C(C)C=1C2(C=CC(O2)C)C(CCC1)(C)C 6-ethyl-2,10,10-trimethyl-1-oxaspiro[4.5]decane-3,6-diene